FC1=C(NC2=CN=CC(=N2)C(C(=O)OCC)(CCC(=O)OCC2=CC=CC=C2)CC)C=C(C=C1)F O5-benzyl O1-ethyl 2-[6-(2,5-difluoroanilino)pyrazin-2-yl]-2-ethyl-pentanedioate